1-(7-(2-fluoro-6-(3-(piperidin-1-yl)propoxy)pyridin-3-yl)quinoxalin-2-yl)-3-isopropyl-1-methylurea FC1=NC(=CC=C1C1=CC=C2N=CC(=NC2=C1)N(C(=O)NC(C)C)C)OCCCN1CCCCC1